tert-Butyl (3-(3-(4-chloro-2-fluorobenzoyl)ureido)phenyl)carbamate ClC1=CC(=C(C(=O)NC(NC=2C=C(C=CC2)NC(OC(C)(C)C)=O)=O)C=C1)F